C1CC12C1(CC1)C2COC2=NNC=C2 3-(dispiro[2.0.2.1]heptan-7-ylmethoxy)-1H-pyrazole